4-chloro-5-phenyl-2-(pyridin-4-yl)thieno[2,3-d]pyrimidine ClC=1C2=C(N=C(N1)C1=CC=NC=C1)SC=C2C2=CC=CC=C2